CC1(CC1)NS(=O)(=O)C1=CC=C2C=NC(=NC2=C1)NC(C=C)=O N-(7-(N-(1-methylcyclopropyl)sulfamoyl)quinazolin-2-yl)acrylamide